[C@H]12N(C[C@H](NC1)C2)C2=C1C=CC=NC1=C(C=C2)C#N 5-((1R,4R)-2,5-diazabicyclo[2.2.1]hept-2-yl)quinoline-8-carbonitrile